FC=1C=CC2=C(N=C(O2)NC=2OC3=C(N2)C=C(C=C3)CNC(C)=O)C1 N-{[2-(5-fluoro-1,3-benzoxazol-2-ylamino)-1,3-benzoxazol-5-yl]methyl}acetamide